C=C=C anti-allen